(2R)-N-(4-tert-butylphenyl)-N-[2-(cyclohexylamino)-1-(5-methoxy-3-pyridyl)-2-oxo-ethyl]pyrrolidine-2-carboxamide C(C)(C)(C)C1=CC=C(C=C1)N(C(=O)[C@@H]1NCCC1)C(C(=O)NC1CCCCC1)C=1C=NC=C(C1)OC